(R)-3-hydroxysuccinic acid potassium salt [K+].O[C@H](CC(=O)[O-])C(=O)[O-].[K+]